[(3S)-1-isopropyl-5-oxo-pyrrolidin-3-yl] 4-[3-[2-(cyclopropoxy)-3-pyridyl]pyrazolo[1,5-a]pyrimidin-5-yl]piperazine-1-carboxylate C1(CC1)OC1=NC=CC=C1C=1C=NN2C1N=C(C=C2)N2CCN(CC2)C(=O)O[C@@H]2CN(C(C2)=O)C(C)C